NC1=C(C=C(N=N1)C1=C(C=CC=C1)O)N1CC2CCC(C1)N2C2=CC(=NC=C2)C#CCN2[C@H](COCC2)CC 2-[6-amino-5-[8-[2-[3-[(3S)-3-ethylmorpholin-4-yl]prop-1-ynyl]-4-pyridinyl]-3,8-diazabicyclo[3.2.1]oct-3-yl]pyridazin-3-yl]phenol